Methyl (2r)-2-[(4s)-6-(4-Chlorophenyl)-8-Methoxy-1-Methyl-4h-[1,2,4]triazolo[4,3-A][1,4]benzodiazepin-4-Yl]butanoate ClC1=CC=C(C=C1)C1=N[C@H](C=2N(C3=C1C=C(C=C3)OC)C(=NN2)C)[C@H](C(=O)OC)CC